FC(CN1N=CC(=C1)NC=1N=C(C2=C(N1)NC=C2C)O[C@H]2CN(CC[C@H]2F)C(C=C)=O)F 1-((3S,4R)-3-((2-((1-(2,2-difluoroethyl)-1H-pyrazol-4-yl)amino)-5-methyl-7H-pyrrolo[2,3-d]pyrimidin-4-yl)oxy)-4-fluoropiperidin-1-yl)prop-2-en-1-one